O1C=C(C(=C1)C1=CC(=C(C=C1)O)F)C1=CC(=C(C=C1)O)F 4,4'-(furan-3,4-diyl)bis(2-fluorophenol)